tert-Butyl methyl(3-((5-(3'-methyl-2'-oxo-2',3'-dihydro-spiro[cyclobutane-1,1'-pyrrolo[2,3-c]quinolin]-8'-yl)-3-(methylsulfonamido)pyridin-2-yl)oxy)propyl)carbamate CN(C(OC(C)(C)C)=O)CCCOC1=NC=C(C=C1NS(=O)(=O)C)C1=CC=2C3=C(C=NC2C=C1)N(C(C31CCC1)=O)C